4,4'-bis(N,N'-dimethyl-amino)benzophenone CN(C)C1=CC=C(C(=O)C2=CC=C(C=C2)N(C)C)C=C1